C(#N)C1=CC=C(COC2=NN=C(S2)NC(=O)C2=C(C=NC=C2)C2=C(C=CC=C2)C#C)C=C1 N-(5-((4-cyanobenzyl)oxy)-1,3,4-thiadiazol-2-yl)-3-(2-ethynylphenyl)pyridine-4-carboxamide